3-Chloro-4-(tetrahydrofuran-3-ylmethoxy)aniline ClC=1C=C(N)C=CC1OCC1COCC1